N1=NC(=CC2=C1C1=C(CCC2)C=CC=C1)N1N=C(N=C1N)NC=1C=CC2=C(CCC(CC2)N2CCC(CC2)N2CCCC2)C1 1-(6,7-dihydro-5H-benzo[6,7]cyclohepta[1,2-c]pyridazin-3-yl)-N3-(7-(4-pyrrolidin-1-ylpiperidin-1-yl)-6,7,8,9-tetrahydro-5H-benzo[7]annulene-2-yl)-1H-1,2,4-triazole-3,5-diamine